OCN1[C@@H]([C@@H](C1=O)NC(CC1=CC=CC=C1)=O)S N-((2R,3R)-1-(hydroxymethyl)-2-mercapto-4-oxoazetidin-3-yl)-2-phenylacetamide